(2E)-3-(3-chloro-1H-1,2,4-triazol-5-yl)prop-2-enoic acid ClC1=NNC(=N1)/C=C/C(=O)O